5-((2-(((S)-2-fluorobutyl)amino)-5-(6-fluoropyridin-2-yl)pyrimidin-4-yl)amino)bicyclo[2.2.1]heptan-2-ol F[C@H](CNC1=NC=C(C(=N1)NC1C2CC(C(C1)C2)O)C2=NC(=CC=C2)F)CC